C(C)C(C(CCO)O)O ethyl-1,2,4-butanetriol